[C@@H]12N(C[C@@H](NC1)C2)C=2C=C1C(N(C(C1=CC2F)=O)C2C(NC(CC2)=O)=O)=O 5-((1S,4S)-2,5-diazabicyclo[2.2.1]heptan-2-yl)-2-(2,6-dioxopiperidin-3-yl)-6-fluoroisoindoline-1,3-dione